C(C)(C)(C)OC(=O)N1CC2(CCCC2)C(CC1)CBr 10-(bromomethyl)-7-azaspiro[4.5]Decane-7-carboxylic acid tert-butyl ester